4-[1-[[6-[(cyclobutylmethylamino)methyl]imidazo[1,2-a]pyridin-2-yl]methyl]triazol-4-yl]-N-(2-hydroxyethyl)-1H-indazole-6-carboxamide C1(CCC1)CNCC=1C=CC=2N(C1)C=C(N2)CN2N=NC(=C2)C2=C1C=NNC1=CC(=C2)C(=O)NCCO